isobutyl-5-oxooctahydro-3aH-3,6-methanopyrrolo[3,2-b]pyridine C(C(C)C)N1CC2C3NC(C(CC31)C2)=O